[I-].OC1=CC=C(C=C1)[S+](C1=CC=CC=C1)C1=CC=CC=C1 (4-Hydroxyphenyl)diphenyl-sulfonium iodide